C1(CC1)NC(=O)C1=NN(C(=C1)C(=O)NC)CC1=C(C=CC=C1)F N3-Cyclopropyl-1-(2-fluorobenzyl)-N5-methyl-1H-pyrazole-3,5-dicarboxamide